6-chloro-2-(2-methyltetrahydrofuran-2-yl)benzothiazole 2-morpholinoethyl-2-(diethoxyphosphoryl)-4-oxo-4-(((S)-1-(4-(trifluoromethyl)phenyl)ethyl)amino)butanoate O1CCN(CC1)CCOC(C(CC(N[C@@H](C)C1=CC=C(C=C1)C(F)(F)F)=O)P(=O)(OCC)OCC)=O.ClC1=CC2=C(N=C(S2)C2(OCCC2)C)C=C1